(1R,2S,3R)-N-[7-chloro-6-[4-((3S,4S)-4-fluoro-3-methyl-tetrahydrofuran-3-yl)piperazin-1-yl]-3-isoquinolyl]-2-methyl-3-(1-methylpyrazol-4-yl)cyclopropanecarboxamide ClC1=C(C=C2C=C(N=CC2=C1)NC(=O)[C@@H]1[C@H]([C@H]1C=1C=NN(C1)C)C)N1CCN(CC1)[C@]1(COC[C@H]1F)C